ethyl 2-(3-((tert-butoxycarbonyl)amino)bicyclo[1.1.1]pentan-1-yl)acetate C(C)(C)(C)OC(=O)NC12CC(C1)(C2)CC(=O)OCC